7-chloro-4-methoxy-1H-pyrrolo[2,3-c]pyridine ClC=1N=CC(=C2C1NC=C2)OC